C(C)OC(=O)C=1C=NN(C1C=1C(=NC=C(C1)C1CC1)F)CC 5-(5-cyclopropyl-2-fluoropyridin-3-yl)-1-ethylpyrazole-4-carboxylic acid ethyl ester